(diethylamino)difluorosulfonium tetrafluoroborate F[B-](F)(F)F.C(C)N(CC)[S+](F)F